FC(C1=C(C=NN1)B1OC(C(O1)(C)C)(C)C)F 5-(difluoromethyl)-4-(4,4,5,5-tetramethyl-1,3,2-dioxaborolan-2-yl)-1H-pyrazole